2,6-difluoro-N-[2-[2-[[2-[4-[2-fluoro-5-[(4-oxo-3H-phthalazin-1-yl)methyl]benzoyl]piperazin-1-yl]-2-oxo-ethyl]amino]ethoxy]ethyl]-4-[3-(2,2,2-trifluoroethyl)phenyl]benzamide FC1=C(C(=O)NCCOCCNCC(=O)N2CCN(CC2)C(C2=C(C=CC(=C2)CC2=NNC(C3=CC=CC=C23)=O)F)=O)C(=CC(=C1)C1=CC(=CC=C1)CC(F)(F)F)F